(Z)-N-nonyloctadeca-9-en-1-amine C(CCCCCCCC)NCCCCCCCC\C=C/CCCCCCCC